FC(OC1=CC=CC=2C(N([C@H]3C=4N([C@@H](C21)C3)C3=C(N4)C=CC(=C3)C=3C=C(C(=C(C#N)C3)P(=O)(C)C)F)C([2H])([2H])[2H])=O)F 5-((7R,14R)-1-(difluoromethoxy)-6-(methyl-d3)-5-oxo-5,6,7,14-tetrahydro-7,14-methanobenzo[f]benzo[4,5]imidazo[1,2-a][1,4]diazocin-11-yl)-2-(dimethylphosphoryl)-3-fluorobenzonitrile